OC(CCCCCCCCCC(=O)O)CCCCCCCCCCCCCC 11-Hydroxy-pentacosanoic acid